CC1=C(C=C(C=C1)C)N1C(C=C(C12CCC(CC2)OC)O)=O (2,5-dimethylphenyl)-8-methoxy-2-oxo-1-azaspiro[4.5]dec-3-ene-4-ol